5-{(3R)-1-[(S)-[(1R)-2,2-difluorocyclopropyl](1H-1,2,4-triazol-5-yl)methyl]-5',6'-dihydrospiro[pyrrolidine-3,4'-pyrrolo[1,2-b]pyrazol]-2'-yl}-3-(trifluoromethyl)pyridin-2-amine FC1([C@H](C1)[C@H](N1C[C@]2(CCN3N=C(C=C32)C=3C=C(C(=NC3)N)C(F)(F)F)CC1)C1=NC=NN1)F